4-(2-(pyrrolidin-1-yl)ethoxy)-3-(trifluoromethyl)aniline N1(CCCC1)CCOC1=C(C=C(N)C=C1)C(F)(F)F